C1(=CCC1)C(=O)N1CC(C1)N1C(C2=NC=CN=C2C(=C1)C1=CC=C(C=C1)OC(F)(F)F)=O 6-(1-(Cyclobut-1-ene-1-carbonyl)azetidin-3-yl)-8-(4-(trifluoromethoxy)phenyl)pyrido[3,4-b]pyrazin-5(6H)-one